N1C=CC=2C1=NC(=CC2)N 1H-pyrrolo-[2,3-b]pyridine-6-amine